2-methyloctadecylmagnesium bromide CC(C[Mg]Br)CCCCCCCCCCCCCCCC